(S)-quinuclidin-3-yl((R)-6-(4-isopropoxyphenyl)-2,2-dimethyl-1,2,3,4-tetrahydronaphthalen-1-yl) carbamate C(N)(O[C@@]1(C(CCC2=CC(=CC=C12)C1=CC=C(C=C1)OC(C)C)(C)C)[C@@H]1CN2CCC1CC2)=O